3-methoxy-6,7,8,9-tetrahydro-5H-pyrrolo[2,3-b:5,4-c']dipyridine COC=1C=C2C(=NC1)NC=1CNCCC12